diallyl-methyl-ethyl-ammonium ethanesulfonate C(C)S(=O)(=O)[O-].C(C=C)[N+](CC)(C)CC=C